NC1=CC(=NO1)C1CN(CC1)C(=O)C1=CC=C(C=C1)C(F)(F)F (3-(5-aminoisoxazol-3-yl)pyrrolidin-1-yl)(4-(trifluoromethyl)phenyl)methanone